N=1ON=C2C1C=CC(=C2)COC2=C(CNC[C@@H](CO)O)C=C(C(=C2)OCC=2C(=C(C=CC2)C2=CC=CC=C2)Br)Cl (S)-3-((2-(benzo[c][1,2,5]oxadiazol-5-ylmethoxy)-4-((2-bromo-[1,1'-biphenyl]-3-yl)methoxy)-5-chlorobenzyl)amino)propane-1,2-diol